6-Chloro-2-{4-[4-(2-ethoxyethyl)piperazin-1-yl]phenyl}-N-[1-(4-methoxybenzyl)piperidin-4-yl]-3H-imidazo[4,5-b]pyridin-7-amine ClC=1C(=C2C(=NC1)NC(=N2)C2=CC=C(C=C2)N2CCN(CC2)CCOCC)NC2CCN(CC2)CC2=CC=C(C=C2)OC